2-(1H-benzimidazol-2-ylamino)-1-(2-oxa-6-azaspiro[3.3]hept-6-yl)-2-[3-(trifluoromethyl)phenyl]-ethanone N1C(=NC2=C1C=CC=C2)NC(C(=O)N2CC1(COC1)C2)C2=CC(=CC=C2)C(F)(F)F